FC=1C=C2C(C(N(C2=CC1)C=1C=NC=C(C=O)C1)=O)(C)O 5-(5-fluoro-3-hydroxy-3-methyl-2-oxoindolin-1-yl)nicotinaldehyde